C(=O)C1=C2C(=NC(=C1)C(=O)NC=1C=NC=C(C1)C1(CC(C1)C)C1=NN=CN1C)C(CO2)(C)C 7-formyl-3,3-dimethyl-N-{5-[(1r,3s)-3-methyl-1-(4-methyl-1,2,4-triazol-3-yl)cyclobutyl]pyridin-3-yl}-2H-furo[3,2-b]pyridine-5-carboxamide